ClCC(C[C@]1(N(C[C@H](C1)COC)C(=O)OC(C)(C)C)C(=O)OC)=C 1-(tert-butyl) 2-methyl (2S,4S)-2-(2-(chloromethyl)allyl)-4-(methoxy-methyl)pyrrolidine-1,2-dicarboxylate